tert-butyl 4-{2-[(dimethylcarbamoyl)methyl]-7-({8-fluoro-2-methylimidazo[1,2-a]pyridin-6-yl}carbamoyl)indazol-4-yl}piperazine-1-carboxylate CN(C(=O)CN1N=C2C(=CC=C(C2=C1)N1CCN(CC1)C(=O)OC(C)(C)C)C(NC=1C=C(C=2N(C1)C=C(N2)C)F)=O)C